C(C1=CC=CC=C1)N(C(=S)NC(C)(C)C)CCCO 1-benzyl-3-(tert-butyl)-1-(3-hydroxypropyl)thiourea